tert-butyl-3-thia-7,9-diazabicyclo[3.3.1]nonane-7-carboxylate 3,3-dioxide C(C)(C)(C)C12CS(CC(CN(C1)C(=O)[O-])N2)(=O)=O